[(furan-2-yl)methyl]-7-methyl-7H-pyrrolo[2,3-d]pyrimidin-4-amine O1C(=CC=C1)CC=1N=C(C2=C(N1)N(C=C2)C)N